1-fluorocyclopropane FC1CC1